C1OCC12CN(C2)[C@H](C)C=2C=CC(=NC2C(F)(F)F)NC2=NC=NC(=C2)NC2=NC=CC=C2S(=O)(=O)C (R)-N4-(5-(1-(2-oxa-6-azaspiro[3.3]heptan-6-yl)ethyl)-6-(trifluoromethyl)pyridin-2-yl)-N6-(3-(methylsulfonyl)pyridin-2-yl)pyrimidine-4,6-diamine